(R)-2-chloro-2-fluoroacetic acid Cl[C@H](C(=O)O)F